FC=1C(=CC2=C(N=C(O2)C)C1)COC1=CC=CC(=N1)C1CCN(CC1)CC1=NC=2C(=NC(=CC2)C(=O)OC(C)C)N1C[C@H]1OCC1 (S)-isopropyl 2-((4-(6-((5-fluoro-2-methylbenzo[d]oxazol-6-yl) methoxy) pyridin-2-yl) piperidin-1-yl) methyl)-3-(oxetan-2-ylmethyl)-3H-imidazo[4,5-b]pyridine-5-carboxylate